1,2-dimethyl-indole CN1C(=CC2=CC=CC=C12)C